5-Phenyl-isoxazole-3-carboxylic acid (2-{4-[(2-bromo-phenyl)-methyl-amino]-piperidin-1-yl}-2-oxo-ethyl)-amide BrC1=C(C=CC=C1)N(C1CCN(CC1)C(CNC(=O)C1=NOC(=C1)C1=CC=CC=C1)=O)C